neopentyl L-alaninate N[C@@H](C)C(=O)OCC(C)(C)C